ethyl 3-(2-chloro-5-fluorophenyl)-4-(3-fluoro-5-(trifluoromethyl)benzamido)-1-oxo-2,3-dihydro-1H-imidazo[1,2-a]pyrrolo[3,4-e]pyridine-7-carboxylate ClC1=C(C=C(C=C1)F)C1NC(C2=C1C(=CC=1N2C=C(N1)C(=O)OCC)NC(C1=CC(=CC(=C1)C(F)(F)F)F)=O)=O